N-(3-chloro-4-cyano-2-fluorophenyl)acetamide ClC=1C(=C(C=CC1C#N)NC(C)=O)F